N1=CC=C(C2=CC=CC=C12)N[C@@H]1CN(CC1)CC(=O)N1[C@@H](CCC1)C#N (S)-1-(2-((S)-3-(quinolin-4-ylamino)pyrrolidin-1-yl)acetyl)pyrrolidine-2-carbonitrile